ClC=1N=C(C2=C(N1)C=CS2)N2CC(CCC2)C(=O)O 1-(2-chlorothieno[3,2-d]pyrimidin-4-yl)piperidine-3-carboxylic acid